5-(hexahydrofuro[3,4-b]pyrazin-1(2H)-yl)-N-methylpyridine-2-carboxamide N1(C2C(NCC1)COC2)C=2C=CC(=NC2)C(=O)NC